N1C(COCC1)C1=CC=C(C#N)C=C1 4-(morpholin-3-yl)benzonitrile